C1(=CC=CC=C1)C1=C(C(=CC=C1)C1=CC=CC=C1)I 1,3-diphenyliodobenzene